methyl-1,2-dihydrospiro[indole-3,4'-piperidine] dihydrochloride Cl.Cl.CN1CCC2(CC1)CNC1=CC=CC=C12